CC=1C=C(C=NC1OC1=CC=CC=C1)N1C(N(C(NC1=O)=O)C1=CC=C(C=C1)C)=O 1-(5-methyl-6-phenoxypyridin-3-yl)-3-(p-tolyl)-1,3,5-triazine-2,4,6-trione